NC1=C(C=C(C#N)C=C1)Cl 4-amino-3-chloro-benzonitrile